Cl.NC1C(NC(CC1)=O)=O 3-amino-piperidine-2,6-dione hydrogen chloride